COC([C@H](C)OC1=C(C=C(C(=C1)F)Br)C1=NOCC1OCC)=O Methyl-(2S)-2-[4-bromo-5-fluoro-2-(4-ethoxy-4,5-dihydroisoxazol-3-yl)phenoxy]propanoat